N-(3-bromo-4-fluorophenyl)-N'-hydroxyl-4-((2-(N-methylsulfamoyl)ethyl)-amino)-1,2,5-oxadiazol-3-formamidine BrC=1C=C(C=CC1F)NC(=NO)C1=NON=C1NCCS(NC)(=O)=O